(S)-3,3'-dibromo-2'-(tert-butyldimethylsilyloxy)-5,5',6,6',7,7',8,8'-octahydro-1,1'-binaphthyl-2-ol BrC1=C(C(=C2CCCCC2=C1)C1=C(C(=CC=2CCCCC12)Br)O[Si](C)(C)C(C)(C)C)O